Cl.FC=1C=C(C=CC1C1CCNCC1)NC1C(NC(CC1)=O)=O 3-((3-Fluoro-4-(piperidin-4-yl)phenyl)amino)piperidine-2,6-dione hydrochloride